C1(CC1)S(=O)(=O)N1N=CC(=C1)C1=NC=CC(=N1)NC1=NC=C(C(=C1)N1CCC(CC1)O)C#CC=1N=CN(C1)C (2-((2-(1-(cyclopropylsulfonyl)-1H-pyrazol-4-yl)pyrimidin-4-yl)amino)-5-((1-methyl-1H-imidazol-4-yl)ethynyl)pyridin-4-yl)piperidin-4-ol